N,N-Dimethyl-2-(4-(3-(8-methyl-4H-benzo[b]pyrrolo[1,2-d][1,4]oxazin-4-yl)pyridin-2-yl)piperazin-1-yl)ethan-1-amine CN(CCN1CCN(CC1)C1=NC=CC=C1C1C=2N(C3=C(O1)C=CC(=C3)C)C=CC2)C